IC1=C(C=CC=C1)C(C1(CCCC1)O)=NC 1-((2-iodophenyl)(methylimino)methyl)cyclopentan-1-ol